1-(((2-chloro-6-((2S,5R)-5-ethyl-2-methyl-4-(1-(4-(trifluoromethyl)phenyl)propyl)piperazin-1-yl)-5-nitropyrimidin-4-yl)amino)methyl)cyclopentan-1-ol ClC1=NC(=C(C(=N1)NCC1(CCCC1)O)[N+](=O)[O-])N1[C@H](CN([C@@H](C1)CC)C(CC)C1=CC=C(C=C1)C(F)(F)F)C